CN1CCC(CC1)NC(=O)CN1N=C2C=C(C=CC2=C1)C=1C=C(C=CC1)NC(C=C)=O N-[3-(2-{[(1-methylpiperidin-4-yl)carbamoyl]methyl}-2H-indazol-6-yl)phenyl]prop-2-enamide